Quinoline-3,5-dicarboxylic acid 5-tert-butyl 3-ethyl ester C(C)OC(=O)C=1C=NC=2C=CC=C(C2C1)C(=O)OC(C)(C)C